ClC=1N=C(C2=C(N1)C(=C(N=C2)C2=CC(=CC1=CC=CC=C21)OC)F)O 2-chloro-8-fluoro-7-(3-methoxy-1-naphthyl)pyrido[4,3-d]pyrimidin-4-ol